ClC=1C=CC(=C2C=NN(C12)C)OC1=CC=C(C=C1)S(=O)(=O)NC=1SC=NN1 4-((7-chloro-1-methyl-1H-indazol-4-yl)oxy)-N-(1,3,4-thiadiazol-2-yl)benzenesulfonamide